ClC1=C(C=NC(=C1)C)/C=C/C(=O)C1=C(C2=C(NC1=O)SC=C2)C (E)-5-(3-(4-chloro-6-methylpyridin-3-yl)acryloyl)-4-methylthieno[2,3-b]pyridin-6(7H)-one